CN(CCN1N=CC2=CC=C(C=C12)O)C 1-(2-(dimethylamino)ethyl)-1H-indazol-6-ol